SCC(C(=O)[O-])=O anti-3-mercaptopyruvate